ClC1=CC2=C(N=C(N=C2)NC2=C(C=C(C=C2)S(=O)(=O)C2CCN(CC2)C2CCNCC2)C)N(C1=O)C(C)C 6-chloro-8-isopropyl-2-[2-methyl-4-[[1-(4-piperidyl)-4-piperidyl]sulfonyl]anilino]pyrido[2,3-d]pyrimidin-7-one